(rac)-1-(5-(pyrrolidin-3-yl)thiophen-2-yl)-2-((2-(trifluoromethyl)quinazolin-4-yl)thio)ethan-1-one N1C[C@@H](CC1)C1=CC=C(S1)C(CSC1=NC(=NC2=CC=CC=C12)C(F)(F)F)=O |r|